[2-(2-chlorophenyl)ethyl]({2-[(9R)-9-(pyridin-2-yl)-6-oxaspiro[4.5]decan-9-yl]ethyl})amine ClC1=C(C=CC=C1)CCNCC[C@]1(CCOC2(CCCC2)C1)C1=NC=CC=C1